FC=1C=C(CNC(=O)C2CCN(CC2)C(C)C2=C3C=CC=NC3=CC=C2)C=CC1 N-(3-Fluorobenzyl)-1-(1-(quinolin-5-yl)ethyl)piperidine-4-carboxamide